COC=1C=CC(=C2C=CN=CC12)NC(C1=CC=CC=C1)=O N-(8-methoxyisoquinolin-5-yl)benzamide